C(=O)C=1C=C(C=CC1O)S(=O)(=O)N (3-formyl-4-hydroxyphenyl)sulfonamide